C(C1=CC=CC=C1)OC(NC1=NN2C(CCCC2)=C1)=O (4,5,6,7-Tetrahydropyrazolo[1,5-a]pyridin-2-yl)carbamic acid benzyl ester